FC1=CC=C(C=C1)C1=CC(OC2=CC=C(C=C12)C1=CC=C(N1)C1=CC=C(C(=O)O)C=C1)(C)C 4-(5-(4-(4-fluorophenyl)-2,2-dimethyl-2H-chromen-6-yl)-1H-pyrrol-2-yl)benzoic acid